CC1(CCC=2C1=NC1=C(C2NC(=O)N=[S@@](=O)(N)C=2SC(=C(C2)C(C)(C)O)C)CCC1)C (S)-N'-((3,3-dimethyl-1,2,3,5,6,7-hexahydro-dicyclopenta[b,e]pyridin-8-yl)carbamoyl)-4-(2-hydroxypropan-2-yl)-5-methylthiophene-2-sulfonimidamide